3-(4-((6-(tert-butoxy)-6-oxohexyl)amino)-1-oxoisoindolin-2-yl)-2,6-dioxopiperidine-1-carboxylic acid tert-butyl ester C(C)(C)(C)OC(=O)N1C(C(CCC1=O)N1C(C2=CC=CC(=C2C1)NCCCCCC(=O)OC(C)(C)C)=O)=O